5-fluoro-3H-imidazo[4,5-b]pyridine FC1=CC=C2C(=N1)NC=N2